The molecule is an omega-hydroxy fatty acid ascaroside obtained by formal condensation of the alcoholic hydroxy group of (2E)-8-oct-2-enoic acid with ascarylopyranose (the alpha anomer). It is a metabolite of the nematode Caenorhabditis elegans. It has a role as a Caenorhabditis elegans metabolite. It is an omega-hydroxy fatty acid ascaroside and a monocarboxylic acid. It is a conjugate acid of an oscr#13(1-). C[C@H]1[C@@H](C[C@H]([C@@H](O1)OCCCCC/C=C/C(=O)O)O)O